ClC=1C=CC(=NC1)CC1CC2(CN(C2)C(=O)N2CC3(C2)NC(OC3)=O)C1 2-[6-[(5-chloro-2-pyridyl)methyl]-2-azaspiro[3.3]heptane-2-carbonyl]-7-oxa-2,5-diazaspiro[3.4]octan-6-one